2-((4-chloro-2-(2-methoxy-7-methylquinoxalin-5-yl)benzo[d]thiazol-6-yl)oxy)ethylamine hydrochloride Cl.ClC1=CC(=CC2=C1N=C(S2)C2=C1N=CC(=NC1=CC(=C2)C)OC)OCCN